C(=O)[O-].[Mn+3].C(=O)[O-].C(=O)[O-] manganese(III) formate